C(C)N1CC2CCC(C1)N2C=2SC=1CN(CCC1N2)S(=O)(=O)CC2=CC=C(C=C2)F 2-(3-ethyl-3,8-diazabicyclo[3.2.1]octan-8-yl)-5-((4-fluorobenzyl)sulfonyl)-4,5,6,7-tetrahydrothiazolo[5,4-c]pyridine